CN(C(C1=CC=C(C=C1)NC1CN(C1)C1CCN(CC1)C([C@@](C(F)(F)F)(C=1C=C(C=CC1)C)O)=O)=O)C (R)-N,N-dimethyl-4-((1-(1-(3,3,3-trifluoro-2-hydroxy-2-(m-tolyl)propanoyl)piperidin-4-yl)azetidin-3-yl)amino)benzamide